CN1N=CC=2C(=CC=CC12)S(=O)(=O)C1=CC=C(C=C1)CNC(=O)C=1C=C2C(=NC1)NN=C2 N-{[4-(1-methyl-1H-indazole-4-sulfonyl)phenyl]methyl}-1H-pyrazolo[3,4-b]pyridine-5-carboxamide